FC(C=1C=C(C=CC1)C1=NOC(=N1)[C@H](C)N)(F)F (1S)-1-[3-[3-(trifluoromethyl)phenyl]-1,2,4-oxadiazol-5-yl]ethanamine